NC(C(CCC(=O)OC(C)(C)C)N1C(C2=CC=C(C=C2C1)C1=NC=C(C(=C1)CO)C(F)(F)F)=O)=O tert-butyl 5-amino-4-(5-(4-(hydroxymethyl)-5-(trifluoromethyl)pyridin-2-yl)-1-oxoisoindolin-2-yl)-5-oxopentanoate